C1(CCCCC1)CC1(CC1)O 1-(cyclohexylmethyl)cyclopropane-1-ol